N=1NC(N2C1C=CC=C2)=O 1,2,4-triazolo[4,3-a]pyridin-3(2H)-one